ClC1=C(C=CC(=C1Cl)F)N1[C@@H](CN(CC1)CC[C@@H]1CC[C@H](CC1)NC(COC)=O)C N-(trans-4-(2-((R)-4-(2,3-dichloro-4-fluorophenyl)-3-methylpiperazin-1-yl)ethyl)cyclohexyl)-2-methoxyacetamide